OC1=CC(=CC(=C1[C@H]1[C@@H](CCC(=C1)C)C(=C)C)OP(=O)(C(=O)OC(C)C)NC(C(=O)OC(C)C)(C)C)CCCCC Isopropyl 2-(((((1'R,2'R)-6-hydroxy-5'-methyl-4-pentyl-2'-(prop-1-en-2-yl)-1',2',3',4'-tetrahydro-[1,1'-biphenyl]-2-yl)oxy)(isopropoxycarbonyl)phosphoryl)amino)-2-methylpropanoate